5-chloro-2-(1H-tetrazol-1-yl)benzaldehyde ClC=1C=CC(=C(C=O)C1)N1N=NN=C1